C([C@H](O)C)(=O)O (2R)-lactic acid